N1C(CCC(C1)C(=O)[O-])C(=O)[O-] piperidine-2,5-dicarboxylate